(S)-2-(4-(3-((4-methyl-4H-1,2,4-triazol-3-yl)methyl)oxetan-3-yl)-6-(prop-2-yn-1-ylamino)pyridin-2-yl)-6-((3-methylpiperidin-1-yl)methyl)-4-(trifluoromethyl)isoindolin-1-one CN1C(=NN=C1)CC1(COC1)C1=CC(=NC(=C1)NCC#C)N1C(C2=CC(=CC(=C2C1)C(F)(F)F)CN1C[C@H](CCC1)C)=O